2-(2-methoxyphenyl)-5-(8-methyl-3,8-diazabicyclo[3.2.1]octan-3-yl)imidazo[1,2-a]pyrimidin-7-amine COC1=C(C=CC=C1)C=1N=C2N(C(=CC(=N2)N)N2CC3CCC(C2)N3C)C1